C(C)(C)(C)OC(NCCCN1[C@@H](CCCC1)C(N)=O)=O {3-[(2S)-2-carbamoylpiperidin-1-yl]Propyl}carbamic acid tert-butyl ester